N1CC(C1)OC=1C=CC(=C(C(=O)N[C@H](C)C2=C(C=CC3=CC=CC=C23)OC2CNC2)C1)C (R)-5-(azetidin-3-yloxy)-N-(1-(2-(azetidin-3-yloxy)naphthalen-1-yl)ethyl)-2-methylbenzamide